C[Si](OCC)(OCC)CCCCCCCCCCCCCCCCCC methyl-octadecyldiethoxysilane